CC1=NC=C2N1C(=CC=C2)C2=CC=C(C=C2)[N+](=O)[O-] 3-methyl-5-(4-nitrophenyl)imidazo[1,5-a]pyridine